F[C@H](CNC1=NC=C(C(=N1)NC1CCC(CC1)O)C1=NC=CC=C1)CC (1S,4r)-4-((2-(((S)-2-fluorobutyl)amino)-5-(pyridin-2-yl)pyrimidin-4-yl)amino)cyclohexan-1-ol